bis[2-(perfluorohexyl) ethyl] phosphate P(=O)(OCCC(C(C(C(C(C(F)(F)F)(F)F)(F)F)(F)F)(F)F)(F)F)(OCCC(C(C(C(C(C(F)(F)F)(F)F)(F)F)(F)F)(F)F)(F)F)[O-]